O1CC(CC1)OCCOS(=O)(=O)C1=CC=C(C=C1)C 4-methylbenzenesulfonic acid 2-tetrahydrofuran-3-yloxyethyl ester